4-(1-((3-(difluoro-methyl)-1-methyl-1H-pyrazol-4-yl)sulfonyl)-1-fluoro-ethyl)piperidine FC(C1=NN(C=C1S(=O)(=O)C(C)(F)C1CCNCC1)C)F